Cl.C(C1=CC=CC=C1)N(CCCl)CCCl N-benzyl-2-chloro-N-(2-chloroethyl)ethane-1-amine hydrogen chloride salt